8-(benzyloxy)-5-[2-[(5,6-diethyl-2,3-dihydro-1H-inden-2-yl)amino]-1-hydroxyethyl]quinolin-2(1H)-one monofumarate C(\C=C\C(=O)O)(=O)O.C(C1=CC=CC=C1)OC=1C=CC(=C2C=CC(NC12)=O)C(CNC1CC2=CC(=C(C=C2C1)CC)CC)O